C(C1=CC=CC=C1)OC[C@@H]1N(C2=C(OC1)N=CC(=C2)Br)C(=O)OC(C)(C)C tert-butyl (S)-2-((benzyloxy)methyl)-7-bromo-2,3-dihydro-1H-pyrido[2,3-b][1,4]oxazine-1-carboxylate